C(C1CO1)OCC[Si](OCC)(OCC)OCC β-glycidoxyethyl-triethoxysilane